The molecule is a straight-chain, eleven-carbon saturated medium-chain fatty acid found in body fluids; the most fungitoxic of the C7:0 - C18:0 fatty acid series. It has a role as a human metabolite and an antifungal agent. It is a straight-chain saturated fatty acid and a medium-chain fatty acid. It is a conjugate acid of an undecanoate. It derives from a hydride of an undecane. CCCCCCCCCCC(=O)O